BrC1=CC=CC(=N1)OCC1=C(C=C(C#N)C=C1)CC=O 4-[(6-bromo-2-pyridinyl)oxymethyl]-3-(2-oxoethyl)benzonitrile